arabitol phosphate C([C@@H](C([C@]1(C2(OP(=O)(O1)O2)O)O)O)O)O